FC1=CC=C(C=C1)C1(CCC1)C(=O)O 1-(4-fluorophenyl)cyclobutane-1-carboxylic acid